FC=1C=C(C=C(C1)F)[C@@H]1CC=NN1C(=O)N1CCN(CC1)C1=NC=CC(=N1)C#N (S)-2-(4-(5-(3,5-difluorophenyl)-4,5-dihydro-1H-pyrazole-1-carbonyl)piperazin-1-yl)pyrimidine-4-carbonitrile